C(#CC)C1=CC=C2C=CNC(=O)C2=C1 7-propynyl-isocarbostyrile